OCCS(=O)(=O)NC1=CC(=C(C(=O)NC2=CC=CC=3N=C4N(CCCC4)C32)C=C1)N1CCC3(CC3)CC1 4-((2-hydroxyethyl)sulfonylamino)-2-(6-azaspiro[2.5]octane-6-yl)-N-(benzo[4,5]imidazo[1,2-a]piperidin-9-yl)benzamide